N-(2-(7-cyclopropyloxy-3-methylnaphthalen-1-yl)-3-hydroxypropyl)acetamide Cyclopropyl-6-(1-((4-chlorophenyl)carbamoyl)cyclobutyl)-3,4-dihydro-1,5-naphthyridin-1(2H)-carboxylat C1(CC1)OC(=O)N1CCCC2=NC(=CC=C12)C1(CCC1)C(NC1=CC=C(C=C1)Cl)=O.C1(CC1)OC1=CC=C2C=C(C=C(C2=C1)C(CNC(C)=O)CO)C